CC1=NN(C2=CC=CC(=C12)C#CC)C1(COC1)C1=CC=C(C=C1)C1CC1 Methyl-1-(3-(4-cyclopropylphenyl)oxetan-3-yl)-4-(propane-1-yn-1-yl)-1H-indazole